((1r,3r)-3-((5-(imidazo[1,2-b]pyridazin-6-yl)-7H-pyrrolo[2,3-d]pyrimidin-2-yl)amino)-1-methylcyclobutyl)(pyrrolidin-1-yl)methanone N=1C=CN2N=C(C=CC21)C2=CNC=1N=C(N=CC12)NC1CC(C1)(C)C(=O)N1CCCC1